N-(3,4-dimethoxyphenyl)-3-(2-pyridyl)-2-benzyl-4-phenylpyrrole COC=1C=C(C=CC1OC)N1C(=C(C(=C1)C1=CC=CC=C1)C1=NC=CC=C1)CC1=CC=CC=C1